FC=1C=CC(=NC1)N1N=C(C=C1O)C(=O)NC=1C=NC(=CC1)CO 1-(5-fluoropyridin-2-yl)-5-hydroxy-N-(6-(hydroxymethyl)pyridin-3-yl)-1H-pyrazole-3-carboxamide